F[C@@H]1CN(C[C@@H]([C@@H]1O)OC)C1=NC=CC(=N1)NC=1N=CC2=C(C=CC(=C2C1)C(C)C)N1[C@@H]([C@H](C1)CS(=O)(=O)C)C (3R,4S,5S)-3-fluoro-1-(4-((5-isopropyl-8-((2R,3S)-2-methyl-3-((methylsulfonyl)methyl)azetidin-1-yl)isoquinolin-3-yl)amino)pyrimidin-2-yl)-5-methoxypiperidin-4-ol